glyoxalaldehyde hydrate O.C(C=O)=O